2,2-diallyl-4-pentenamine C(C=C)C(CN)(CC=C)CC=C